N-cyclooctyl-N'-(4-cyanophenyl)thiourea C1(CCCCCCC1)NC(=S)NC1=CC=C(C=C1)C#N